N1CC=C2N1C=CN(C2)C(=O)[O-] dihydropyrazolo[1,5-a]pyrazine-5(4H)-carboxylate